ClC=1C=C(C=C(C1)S(=O)(=O)C)NC(=O)C=1SC(=C(C1)C1=NC=C(C=C1OCC1=CN=CO1)F)C N-(3-chloro-5-(methylsulfonyl)phenyl)-4-(5-fluoro-3-(oxazol-5-ylmethoxy)pyridin-2-yl)-5-methylthiophene-2-carboxamide